3'-(3-(difluoromethoxy)-5-(trifluoromethyl)pyridin-2-yl)-9-fluoro-3,4-dihydro-2H-spiro[benzo[b]oxepine-5,4'-oxazolidin]-2'-one FC(OC=1C(=NC=C(C1)C(F)(F)F)N1C(OCC12C1=C(OCCC2)C(=CC=C1)F)=O)F